tert-butyl (4-(cyclopropylethynyl)benzyl)carbamate C1(CC1)C#CC1=CC=C(CNC(OC(C)(C)C)=O)C=C1